Cl.FC[C@H](CN)OC (2S)-3-fluoro-2-methoxy-propan-1-amine hydrochloride